ClC1=NC=C(C(=O)NOCC)C(=C1)NC1=C(C=C(C=C1)C#C)N(S(=O)(=O)C)C 6-chloro-N-ethoxy-4-((4-ethynyl-2-(N-methylmethanesulfonamido)phenyl)amino)nicotinamide